2-(2-Fluoro-3-pyridyl)-6-methyl-[1,3,6,2]dioxazaborocane FC1=NC=CC=C1B1OCCN(CCO1)C